(R)-2-(difluoromethyl)-1-(1-(4-methoxycyclohexyl)ethyl)-1H-indole-3-carboxylic acid FC(C=1N(C2=CC=CC=C2C1C(=O)O)[C@H](C)C1CCC(CC1)OC)F